O.CN(C([S-])=S)C.CN(C([S-])=S)C.[Ni+2] nickel bis(dimethyldithiocarbamate) hydrate